7-(dimethoxymethyl)-4-((tetrahydrofuran-3-yl)amino)-1,2,3,4-tetrahydro-2,4-methylene-1,8-naphthyridine COC(C1=CC=C2C3(CC(NC2=N1)C3)NC3COCC3)OC